2-(N,N-dimethylamino)-1,4-benzoquinone CN(C)C=1C(C=CC(C1)=O)=O